BrC1=C(C=CC(=C1)Cl)C=1SC(=NN1)C(F)(F)F 2-(2-bromo-4-chlorophenyl)-5-(trifluoromethyl)-1,3,4-thiadiazole